tert-butyl cyclopropyl(4-(2,6-difluoro-4-nitrophenoxy)-7-fluoroquinolin-6-yl)carbamate C1(CC1)N(C(OC(C)(C)C)=O)C=1C=C2C(=CC=NC2=CC1F)OC1=C(C=C(C=C1F)[N+](=O)[O-])F